C1(=CCCC1)O racemic-cyclopentenol